C1(CC1)C(CC(=O)N1CCC(CC1)(O)CN1C=NC=2C(C1=O)=NSC2C=2C=C1CCC(C1=CC2)NC)C2=CC=CC=C2 6-((1-(3-cyclopropyl-3-phenylpropionyl)-4-hydroxypiperidin-4-yl)methyl)-3-(1-(methylamino)-2,3-dihydro-1H-inden-5-yl)isothiazolo[4,3-d]pyrimidin-7(6H)-one